ClC=1C=C2C=NC(=NC2=CC1[C@@H]1CN(CC1)C([C@H](C)O)=O)NC=1C=NN(C1C)C1CC1 (2S)-(3S) or (2S)-(3R)-1-(3-{6-chloro-2-[(1-cyclopropyl-5-methyl-1H-pyrazol-4-yl)amino]quinazolin-7-yl}pyrrolidin-1-yl)-2-hydroxypropan-1-one